C(C)O racemic-ethanol